di-norbornyl-phosphine chloride [Cl-].C12(CCC(CC1)C2)PC21CCC(CC2)C1